CC1=CC(=CN1S(=O)(=O)C)C(=O)N1[C@@H](CCC1)C(=O)NC=1SC=C(N1)C=1C=C(C=CC1)C1=CC=C(C=C1)C=C (S)-1-(5-methyl-1-(methylsulfonyl)-1H-pyrrole-3-carbonyl)-N-(4-(4'-vinyl-[1,1'-biphenyl]-3-yl)thiazol-2-yl)pyrrolidine-2-carboxamide